C1(CCCCC1)C[C@@H](C(=O)N[C@H](C(O)P(=O)(OCC)OCC)CC(C(=O)N1CCOC2=C(C1)C=CC=C2)C)NC(OCC2=CC(=CC=C2)Cl)=O 3-chlorobenzyl ((2S)-3-cyclohexyl-1-(((2S)-1-(diethoxyphosphoryl)-5-(2,3-dihydrobenzo[f][1,4]oxazepin-4(5H)-yl)-1-hydroxy-4-methyl-5-oxopentan-2-yl)amino)-1-oxopropan-2-yl)carbamate